N-[(1S)-1-[[(3-amino-3-oxo-propyl)-(2-chloroacetyl)amino]carbamoyl]-3-methyl-butyl]-5-methoxy-6H-pyrrolo[2,3-c]pyridine-2-carboxamide NC(CCN(C(CCl)=O)NC(=O)[C@H](CC(C)C)NC(=O)C=1C=C2C(=CNC(=C2)OC)N1)=O